N-[(S)-1-(4-Chloro-phenyl)-ethyl]-3-[3-(4-difluoromethoxy-benzyl)-3H-imidazo[4,5-b]pyridin-2-yl]-propionamide ClC1=CC=C(C=C1)[C@H](C)NC(CCC1=NC=2C(=NC=CC2)N1CC1=CC=C(C=C1)OC(F)F)=O